3-methylamino-1-propanol CNCCCO